OC1=CC=C(C=C1)C(C)(C)C1=CC=C(C=C1)C(C)(C1=CC=C(C=C1)O)C1=CC=C(C=C1)O 4,4'-(1-(4-(2-(4-hydroxyphenyl)propan-2-yl)phenyl)ethane-1,1-diyl)diphenol